COC1=CC=C2C(=CC=NC2=C1)OC1=CC=C(C=C1)S(=O)(=O)N 4-((7-methoxyquinolin-4-yl)oxy)benzenesulfonamide